tert-butyl 4-((S)-2-(4-((S)-3,3-dicyclopropyl-2-(1-isopropyl-1H-pyrazole-5-carboxamido)propanamido)-3-fluorophenyl)propanoyl)-3-(trifluoromethyl)piperazine-1-carboxylate C1(CC1)C([C@@H](C(=O)NC1=C(C=C(C=C1)[C@@H](C(=O)N1C(CN(CC1)C(=O)OC(C)(C)C)C(F)(F)F)C)F)NC(=O)C1=CC=NN1C(C)C)C1CC1